C(C)(C)(C)C(C(=O)OC1=C(C2=CC=CC=C2C=C1)CC1=C(C=CC2=CC=CC=C12)OCCN1CCCCC1)CNCCN1C(C=CC1=O)=O ((2-(2-(piperidin-1-yl)ethoxy)naphthalen-1-yl)methyl)naphthalen-2-ol tert-Butyl-3-((2-(2,5-dioxo-2,5-dihydro-1H-pyrrol-1-yl)ethyl)amino)propanoate